7-(2-(4-fluoro-2,6-dimethylphenoxy)-5-(2-hydroxypropan-2-yl)phenyl)-2-(2-isopropyl-1H-imidazol-5-yl)-5-methylfuro[3,2-c]pyridin-4(5H)-one FC1=CC(=C(OC2=C(C=C(C=C2)C(C)(C)O)C=2C3=C(C(N(C2)C)=O)C=C(O3)C3=CN=C(N3)C(C)C)C(=C1)C)C